1,3,5-tris(3-mercaptobutyl-oxyethyl)-1,3,5-triazine-2,4,6(1H,3H,5H)-trione SC(CCOCCN1C(N(C(N(C1=O)CCOCCC(C)S)=O)CCOCCC(C)S)=O)C